Sodium 1-undecanesulfonate C(CCCCCCCCCC)S(=O)(=O)[O-].[Na+]